N-{8-chloro-2-methylimidazo[1,2-a]pyridin-6-yl}-2-methyl-4-(piperidin-4-yl)indazole-7-carboxamide ClC=1C=2N(C=C(C1)NC(=O)C1=CC=C(C3=CN(N=C13)C)C1CCNCC1)C=C(N2)C